C(C)(=O)C1C(N(CC1C(C)(C)Br)C(C)(C)C)=O 3-acetyl-4-(2-bromopropane-2-yl)-1-(tert-butyl)pyrrolidin-2-one